2,2'-((2-((2-((cyanomethyl)amino)ethyl)(2-(3-(2-((cyanomethyl)amino)ethyl)-2-oxoimidazolidin-1-yl)ethyl)amino)ethyl)azanediyl)diacetonitrile C(#N)CNCCN(CCN(CC#N)CC#N)CCN1C(N(CC1)CCNCC#N)=O